C(C)(C)(CC)C1=CC=C(OCC(=O)O)C=C1 p-tert-amylphenoxyacetic acid